2-(5H-imidazo[5,1-a]isoindol-5-yl)-3,3-dimethylcyclobutan-1-one C=1N=CN2C1C1=CC=CC=C1C2C2C(CC2(C)C)=O